C1(=CC=C(C=C1)NC1=C(C=CC2=CC=CC=C12)S(=O)(=O)O)C (p-toluidino)-2-naphthalenesulfonic acid